2,3,6-Triethyl-5-methyl-4-isopropoxy-phenol C(C)C1=C(C(=C(C(=C1CC)OC(C)C)C)CC)O